Dicyclohexyl-[3,6-dimethoxy-2-(2,4,6-triisopropylphenyl)phenyl]phosphine tertbutyl-(3R,5R)-4-acetyl-3-(3-bromo-5-chloro-2-fluorophenyl)-5-methylpiperazine-1-carboxylate C(C)(C)(C)OC(=O)N1C[C@H](N([C@@H](C1)C)C(C)=O)C1=C(C(=CC(=C1)Cl)Br)F.C1(CCCCC1)P(C1=C(C(=CC=C1OC)OC)C1=C(C=C(C=C1C(C)C)C(C)C)C(C)C)C1CCCCC1